4-methoxy-5-(1,1,2,2-tetradeuterio-2-fluoro-ethoxy)pyrimidin-2-amine COC1=NC(=NC=C1OC(C(F)([2H])[2H])([2H])[2H])N